di-tert-butyl 1-(4-(dimethylcarbamoyl)benzyl)-2-(2-(trifluoromethoxy) ethyl)hydrazine-1,2-dicarboxylate CN(C(=O)C1=CC=C(CN(N(C(=O)OC(C)(C)C)CCOC(F)(F)F)C(=O)OC(C)(C)C)C=C1)C